C(C)(C)(C)N1C[C@H]([C@H](CC1)NC1=C2C=C(N(C2=CC=C1)CC(F)(F)F)C1=NOC(=N1)CNC(=O)C1=CN(C=C1)[C@@H](COC)C)F |&1:39| rac-N-{[3-(4-{[(3R,4S)-1-tert-butyl-3-fluoropiperidin-4-yl]amino}-1-(2,2,2-trifluoroethyl)-1H-indol-2-yl)-1,2,4-oxadiazol-5-yl]methyl}-1-(1-methoxypropan-2-yl)-1H-pyrrole-3-carboxamide